FC1=C(C=CC=C1)C=1N(C2=CC=CC=C2C1C)S(=O)(=O)C1=CC=C(C)C=C1 2-(2-Fluorophenyl)-3-methyl-1-tosyl-1H-indole